2-(isoindolin-2-yl)-1-(6-(naphthalen-2-yl)imidazo[2,1-b]oxazol-5-yl)ethan-1-one C1N(CC2=CC=CC=C12)CC(=O)C1=C(N=C2OC=CN21)C2=CC1=CC=CC=C1C=C2